4-(2-aminoethyl)-N,N-dimethyl-2-nitroaniline NCCC1=CC(=C(N(C)C)C=C1)[N+](=O)[O-]